P(=O)(O)(O)OC[C@@H]1CC[C@@](O1)(N1C=NC=2C(=O)NC(N)=NC12)N amino-dideoxyguanosine-5'-monophosphate